N-(2-(6-ethoxypyridin-2-yl)-1-(pentan-3-yl)-1H-imidazo[4,5-b]pyrazin-6-yl)methanesulfonamide C(C)OC1=CC=CC(=N1)C1=NC=2C(=NC(=CN2)NS(=O)(=O)C)N1C(CC)CC